[O-]C(=O)C(F)(F)F.ClC1=C(C(=CC=C1)Cl)C1C[NH2+]C1 3-(2,6-dichlorophenyl)azetidinium TFA salt